FC(C1=CC(=NN1C)C=1OC(=NN1)C1(CC1)C1=C(C=CC(=C1)F)C)F 2-(5-(difluoromethyl)-1-methyl-1H-pyrazol-3-yl)-5-(1-(5-fluoro-2-methylphenyl)cyclopropyl)-1,3,4-oxadiazole